C(#N)C=1C=C(C=NC1N1N=CC=N1)NC(=O)C=1C=NN(C1C(F)(F)F)C1=CC=CC=2N=C(SC21)C N-(5-cyano-6-(2H-1,2,3-triazol-2-yl)pyridin-3-yl)-1-(2-methylbenzo[d]thiazol-7-yl)-5-(trifluoromethyl)-1H-pyrazole-4-carboxamide